OCCCCOC1=C(C=O)C=CC(=C1)N(C)CCO 2-(4-Hydroxybutoxy)-4-[(2-hydroxyethyl)(methyl)amino]benzaldehyde